N-(4-(1H-pyrazol-4-yl)phenyl)-2-(1,4-diazepan-1-yl)-5,7-dihydrothieno[3,4-d]pyrimidin-4-amine N1N=CC(=C1)C1=CC=C(C=C1)NC=1C2=C(N=C(N1)N1CCNCCC1)CSC2